tert-butyl N-[[2-(2,5-dimethylpyrrol-1-yl)-1-methyl-benzimidazol-4-yl]methyl]carbamate CC=1N(C(=CC1)C)C1=NC2=C(N1C)C=CC=C2CNC(OC(C)(C)C)=O